2-chloro-5-methoxy-4-((4-(1-methyl-4-(trifluoromethyl)-1H-imidazol-2-yl)benzyl)oxy)pyrimidine ClC1=NC=C(C(=N1)OCC1=CC=C(C=C1)C=1N(C=C(N1)C(F)(F)F)C)OC